2-(3,5-Dimethylphenyl)-N-[(1-methyl-1H-pyrazol-4-yl)(1-methylpiperidin-3-yl)sulfamoyl]acetamide sodium salt [Na].CC=1C=C(C=C(C1)C)CC(=O)NS(N(C1CN(CCC1)C)C=1C=NN(C1)C)(=O)=O